BrC1=CC=C2N=C(C=3N(C2=C1)C(=CC3C)C)C3=C(C=CC1=CC=CC=C31)P(C3=CC(=CC(=C3)C)C)(C3=CC(=CC(=C3)C)C)=O (R)-(1-(8-bromo-1,3-dimethylpyrrolo[1,2-a]quinoxalin-4-yl)naphthalen-2-yl)di(3,5-dimethylphenyl)phosphine oxide